CC1=NOC(=C1C1=CNC=2N=C(N=C(C21)NC2=C(C=CC=C2)S(=O)(=O)N(C)C)NC2=C(C=C1CCN(CC1=C2)C)OC)C 2-((5-(3,5-dimethylisoxazol-4-yl)-2-((6-methoxy-2-methyl-1,2,3,4-tetrahydroisoquinolin-7-yl)amino)-7H-pyrrolo[2,3-d]pyrimidin-4-yl)amino)-N,N-dimethylbenzenesulfonamide